C(#N)C1=CNC2=C(C=CC(=C12)C)NS(=O)(=O)C=1C=NN(C1)C(CC(C)(C)O)C N-(3-cyano-4-methyl-1H-indol-7-yl)-1-(3-hydroxy-1,3-dimethyl-butyl)pyrazole-4-sulfonamide